Cl.COC([C@H](N)CO)=O D-serine methyl ester hydrOCHloride